5-cyano-3-isopropyl-N-(3-methyl-1H-indazol-5-yl)picolinamide C(#N)C=1C=C(C(=NC1)C(=O)NC=1C=C2C(=NNC2=CC1)C)C(C)C